2-([4-[(1S,4S,5R)-5-[[5-cyclopropyl-3-(2,6-dichlorophenyl)-1,2-oxazol-4-yl]methoxy]-2-azabicyclo[2.2.1]heptan-2-yl]phenyl]formamido)ethane-1-sulfonic acid C1(CC1)C1=C(C(=NO1)C1=C(C=CC=C1Cl)Cl)CO[C@H]1[C@@H]2CN([C@H](C1)C2)C2=CC=C(C=C2)C(=O)NCCS(=O)(=O)O